N-[2-(aminomethyl)pyridin-4-yl]-1,1-difluoromethanesulfonamide NCC1=NC=CC(=C1)NS(=O)(=O)C(F)F